9-(1-((6-chloro-2-(2-(methyl-d3)-2H-tetrazol-5-yl)pyridin-3-yl)amino)ethyl)-4,7-dimethyl-3-(1H-pyrazol-5-yl)imidazo[1,5-a]quinazolin-5(4H)-one ClC1=CC=C(C(=N1)C=1N=NN(N1)C([2H])([2H])[2H])NC(C)C=1C=C(C=C2C(N(C=3N(C12)C=NC3C3=CC=NN3)C)=O)C